CN1N=CC(=C1C1=CC=2N(C=C1)N=C(C2)NC2=NC=CC=C2)O[C@@H]2CN(CC2)C 5-[2-methyl-4-[(3S)-1-methylpyrrolidin-3-yl]oxy-pyrazol-3-yl]-N-(2-pyridyl)pyrazolo[1,5-a]pyridin-2-amine